1-(tetrahydro-2H-pyran-2-yl)-1H-pyrazole-4-boronic acid pinacol ester O1C(CCCC1)N1N=CC(=C1)B1OC(C)(C)C(C)(C)O1